ClC1=C(C=C(C=C1)C1=CSC2=C1C(N(C=C2)CC(=O)N2CC(C2)(C)F)=O)C(F)(F)F 3-(4-chloro-3-(trifluoromethyl)phenyl)-5-(2-(3-fluoro-3-methylazetidin-1-yl)-2-oxoethyl)thieno[3,2-c]pyridin-4(5H)-one